C([O-])(O)=O.C(C)(C)[NH+]1CN(C2=C1C=CC(=C2)C(F)(F)F)C(C)C 1,3-diisopropyl-5-(trifluoromethyl)-1H-benzimidazolium bicarbonate